Cl.Cl.O1C2=C(OC[C@@H]1CN1CCN(CC1)C=1C(=NSN1)NC1=CC=NC=C1)C=CC=C2 (S)-4-(4-((2,3-dihydrobenzo[b][1,4]dioxin-2-yl)methyl)piperazin-1-yl)-N-(pyridin-4-yl)-1,2,5-thiadiazol-3-amine dihydrochloride